OCC=1C(=CC(=NC1)N1N=CC(=C1)S(=O)(=O)NC=1C=CC=C2C=NN(C12)C)C 1-(5-(hydroxymethyl)-4-methylpyridin-2-yl)-N-(1-methyl-1H-indazol-7-yl)-1H-pyrazole-4-sulfonamide